N-(4-(N-((3R,5R)-adamantan-1-yl)aminosulfonyl)phenethyl)-2-chlorobenzamide C12(CC3CC(CC(C1)C3)C2)NS(=O)(=O)C2=CC=C(CCNC(C3=C(C=CC=C3)Cl)=O)C=C2